FC(S(=O)(=O)C(S(=O)(=O)C(F)(F)F)[Li])(F)F di(trifluoromethylsulfonyl)methyllithium